[C@H]12[C@@H](NC[C@H](CC1)N2C(=O)OC(C)(C)C)C(=O)OCC 8-(tert-butyl) 2-ethyl (1r,2r,5s)-3,8-diazabicyclo[3.2.1]octane-2,8-dicarboxylate